CC1CCC(CN1)C(=O)NCC(F)(F)F 6-methyl-N-(2,2,2-trifluoroethyl)piperidine-3-formamide